C(C)(C)(C)OC(=O)N[C@@H]1[C@H](CCC[C@H]1O)C(=O)OC |o1:8,9,13| methyl (1s,2r,3r)-rel-2-((tert-butoxycarbonyl) amino)-3-hydroxycyclohexane-1-carboxylate